(E)-2-(3-chloro-2-methyl-phenyl)-3-methoxy-prop-2-enoic acid methyl ester COC(\C(=C\OC)\C1=C(C(=CC=C1)Cl)C)=O